COC=1C=C(CCN2C(N(C3=CC=CC=C3C2=O)CC2=CC=C(C(=O)NO)C=C2)=O)C=CC1OC 4-((3-(3,4-dimethoxyphenethyl)-2,4-dioxo-3,4-dihydroquinazolin-1(2H)-yl)methyl)-N-hydroxybenzamide